ClC1=CC=C(N=N1)C(C)(C)NS(=O)C(C)(C)C N-[1-(6-chloropyridazin-3-yl)-1-methyl-ethyl]-2-methyl-propane-2-sulfinamide